ClC=1C(=NC(=NC1)C1N(CCC2=CC(=C(C=C12)N)OC)C)N1C=C(C2=CC=CC=C12)S(=O)(=O)C (5-chloro-4-(3-(methylsulfonyl)-1H-indol-1-yl)pyrimidin-2-yl)-6-methoxy-2-methyl-1,2,3,4-tetrahydroisoquinolin-7-amine